3-[5-(difluoromethyl)-1,3,4-thiadiazol-2-yl]-8-fluoro-N-(3-methyloxetan-3-yl)imidazo[1,5-a]pyridine-6-sulfonamide FC(C1=NN=C(S1)C1=NC=C2N1C=C(C=C2F)S(=O)(=O)NC2(COC2)C)F